[N-](S(=O)(=O)C(F)(F)F)S(=O)(=O)C(F)(F)F.C[N+](CCCCCCC)(CCCC)C N,N-dimethyl-N-butyl-N-Heptylammonium bis(trifluoromethanesulfonyl)imide